COC1=C(C=CC=C1)C1=CC2=C([C@@H](CCO2)CNC=2C=NC=CC2C(=O)O)C=C1 3-({[(4R)-7-(2-methoxyphenyl)-3,4-dihydro-2H-1-benzopyran-4-yl]methyl}amino)pyridine-4-carboxylic acid